ClC=1C=C(C=CC1C1(COC1)C)NC(OCC=1C=C2C(N(CC2=CC1)C1C(NC(CC1)=O)=O)=O)=O (2-(2,6-dioxopiperidin-3-yl)-3-oxoisoindolin-5-yl)methyl (3-chloro-4-(3-methyloxetan-3-yl)phenyl)carbamate